COC1=C2C(=CC(=C1N3C[C@@H]4CCCN[C@@H]4C3)F)C(=O)C(=CN2C5CC5)C(=O)O The molecule is a quinolone that consists of 4-oxo-1,4-dihydroquinoline-3-carboxylic acid bearing a cyclopropyl substituent at position 1, a fluoro substitiuent at position 6, a (4aS,7aS)-octahydro-6H-pyrrolo[3,4-b]pyridin-6-yl group at position 7 and a methoxy substituent at position 8. A member of the fluoroquinolone class of antibacterial agents. It has a role as an antibacterial drug. It is a quinolinemonocarboxylic acid, a quinolone, a member of cyclopropanes, a pyrrolidinopiperidine, an aromatic ether, a quinolone antibiotic and a fluoroquinolone antibiotic. It is a conjugate base of a moxifloxacinium(1+).